6-fluoro-1-(4-methoxybenzyl)-1H-indole-2-carbaldehyde FC1=CC=C2C=C(N(C2=C1)CC1=CC=C(C=C1)OC)C=O